7-Chloro-8-(5-fluoro-3-methyl-1H-indol-7-yl)-1,4,4,9-tetramethyl-5H-[1,2,4]triazolo[4,3-a]quinoxaline ClC=1C=C2NC(C=3N(C2=C(C1C=1C=C(C=C2C(=CNC12)C)F)C)C(=NN3)C)(C)C